FC=1C(=NC=C(C1)N1C2CC2N(CC1)CC1=CC=C2C(N(C(NC2=C1)=O)C)=S)C(=O)NC 3-fluoro-N-methyl-5-(5-((3-methyl-2-oxo-4-thioxo-1,2,3,4-tetrahydroquinazolin-7-yl)methyl)-2,5-diazabicyclo[4.1.0]heptan-2-yl)picolinamide